N-((1R,3R)-3-(5-amino-4-carbamoyl-3-(4-phenoxyphenyl)-1H-pyrazol-1-yl)cyclohexyl)-N-methyl-1H-1,2,4-triazole-1-carboxamide NC1=C(C(=NN1[C@H]1C[C@@H](CCC1)N(C(=O)N1N=CN=C1)C)C1=CC=C(C=C1)OC1=CC=CC=C1)C(N)=O